4-(5-((5-(1,3-dioxolan-2-yl)pentyl)oxy)-1-chloro-4-methylpyrido[3,4-d]pyridazin-7-yl)thiomorpholine 1,1-dioxide O1C(OCC1)CCCCCOC1=NC(=CC=2C1=C(N=NC2Cl)C)N2CCS(CC2)(=O)=O